CN(C(C1=C(C=C(C=C1)C)C)=N)C(=N)C1=C(C=C(C=C1)C)C N-methyl-bis(2,4-xylyl-iminomethyl)amine